Neodymium (2-ethyl-2-butyl decanoate) C(C)C(C(=O)[O-])(CCCCCCCC)CCCC.[Nd+3].C(C)C(C(=O)[O-])(CCCCCCCC)CCCC.C(C)C(C(=O)[O-])(CCCCCCCC)CCCC